2-((3-(4-(2-(trifluoromethyl)pyridin-4-yloxy)phenyl)-1,2,4-oxadiazol-5-yl)methyl)acrylic acid FC(C1=NC=CC(=C1)OC1=CC=C(C=C1)C1=NOC(=N1)CC(C(=O)O)=C)(F)F